C(CCl)Cl trans-ethylene dichloride